N-(benzo[d]thiazol-2-yl)-1-cyclopropyl-6-fluoro-4-oxo-7-(piperazin-1-yl)-1,4-dihydroquinoline-3-carboxamide S1C(=NC2=C1C=CC=C2)NC(=O)C2=CN(C1=CC(=C(C=C1C2=O)F)N2CCNCC2)C2CC2